C(C1=CC=CC=C1)OC1=NC(=CC=C1C1=NN(C2=CC(=CC=C12)N1CCN(CC1)[C@H](COC1CCC(CC1)OC=1C(=C(C=CC1)O)C)C)C)OCC1=CC=CC=C1 3-(((1s,4r)-4-((S)-2-(4-(3-(2,6-bis(benzyloxy)pyridin-3-yl)-1-methyl-1H-indazol-6-yl)piperazin-1-yl)propoxy)cyclohexyl)oxy)-2-methylphenol